tert-butyl (1r,5s,6s)-6-((6-oxopyridazin-1(6H)-yl) methyl)-3-azabicyclo[3.1.0]hexane-3-carboxylate O=C1C=CC=NN1CC1[C@H]2CN(C[C@@H]12)C(=O)OC(C)(C)C